(R,E)-1-((2'-chloro-5-methoxy-[1,1'-biphenyl]-2-yl)sulfonyl)-N-(5-(3,3-difluoroazetidin-1-yl)-5-oxopent-3-en-2-yl)-4-fluoropiperidine-4-carboxamide ClC1=C(C=CC=C1)C1=C(C=CC(=C1)OC)S(=O)(=O)N1CCC(CC1)(C(=O)N[C@H](C)\C=C\C(=O)N1CC(C1)(F)F)F